O1CCC(C2=CC=CC=C12)CCNC=O N-(2-(Chroman-4-yl)ethyl)formamide